ClC=1C=C(C=CC1F)NC(=O)C1=C(N=CN1C)C1CC2CC(CC2C1)(C([2H])([2H])[2H])O N-(3-chloro-4-fluorophenyl)-4-(5-hydroxy-5-(methyl-d3)octahydropentalen-2-yl)-1-methyl-1H-imidazole-5-carboxamide